[K].CC(CS(=O)(=O)O)C 2-methyl-1-propanesulfonic acid potassium